6-(2-(((2s,4r)-1-((S)-2-(1-fluorocyclopropane-1-carboxamido)-3,3-dimethylbutyryl)-4-hydroxypyrrolidine-2-carboxamido)methyl)-5-(4-methylthiazol-5-yl)phenoxy)hexanoic acid FC1(CC1)C(=O)N[C@H](C(=O)N1[C@@H](C[C@H](C1)O)C(=O)NCC1=C(OCCCCCC(=O)O)C=C(C=C1)C1=C(N=CS1)C)C(C)(C)C